2-((2S,3S,4S)-2-(Aminomethyl)-5-chloro-6-fluoro-3-methyl-2-phenyl-2,3-dihydrobenzofuran-4-yl)-3-fluoro-4-methoxybenzamide NC[C@@]1(OC2=C([C@@H]1C)C(=C(C(=C2)F)Cl)C2=C(C(=O)N)C=CC(=C2F)OC)C2=CC=CC=C2